OC1=C(C=C(C(=O)OCCCN(C)C)C=C1OC)OC 3-(dimethylamino)propyl 4-hydroxy-3,5-dimethoxybenzoate